S1C(=CC=C1)C(CC(=O)C=1SC=CC1)=O 1,3-bis(2-thienyl)-1,3-propanedione